COC1=NC=C(C=N1)C=1C=CC=2N(C1)C(=NN2)[C@@H]2C[C@@H](CCC2)NC(OC(C)(C)C)=O Tert-butyl N-[(1R,3S)-3-[6-(2-methoxypyrimidin-5-yl)-[1,2,4]triazolo[4,3-a]pyridin-3-yl] cyclohexyl]carbamate